OCP(C1=CC=CC=C1)CO bis(hydroxymethyl)(phenyl)phosphine